C1(CC1)CNC1(CN(C1)C1=NC=C(C=C1C#N)C1=NN(C2=CC=C(C(=C12)F)O[C@H](C)C1=C(C=NC=C1Cl)Cl)C1OCCCC1)C 2-[3-(cyclopropylmethylamino)-3-methyl-azetidin-1-yl]-5-[5-[(1R)-1-(3,5-dichloro-4-pyridinyl)ethoxy]-4-fluoro-1-tetrahydropyran-2-yl-indazol-3-yl]pyridine-3-carbonitrile